ClC=1C=NC(=C2C(C=C(N(C12)C1=C(C=CC=C1Cl)Cl)CO)=O)COCC(CO)O 8-chloro-1-(2,6-dichlorophenyl)-5-((2,3-dihydroxypropoxy)methyl)-2-(hydroxymethyl)-1,6-naphthyridin-4(1H)-one